2-vinylbenzo[b]thiophene C(=C)C1=CC2=C(S1)C=CC=C2